C(C)(=O)NC1=CC=C(C=C1)C=1NC2=CC=C(C=C2C1)NC(=O)[C@H]1N(CCC1)CC(C(=O)SCCNC(CCNC([C@@H](C(COP(OP(OC[C@@H]1[C@H]([C@H]([C@@H](O1)N1C=NC=2C(N)=NC=NC12)O)OP(=O)(O)O)(=O)O)(=O)O)(C)C)O)=O)=O)(C)C (2S)-2-({2-[4-(acetyl-amino)phenyl]-1H-indol-5-yl}carbamoyl)pyrrolidinPivaloyl-CoA